ClC=1C=C2CC(CC2=CC1)C(C(=O)N[C@@H]([C@H](O)C1=CC2=C(OCCO2)C(=C1)F)CN1CCCC1)(F)F 2-(5-chloro-2,3-dihydro-1H-inden-2-yl)-2,2-difluoro-N-((1r,2r)-1-(8-fluoro-2,3-dihydrobenzo[b][1,4]dioxin-6-yl)-1-hydroxy-3-(pyrrolidin-1-yl)propan-2-yl)acetamide